1-(3-(5-Amino-6-(4-phenoxyphenyl)quinazolin-8-yl)pyrrolidin-1-yl)prop-2-en-1-one NC1=C2C=NC=NC2=C(C=C1C1=CC=C(C=C1)OC1=CC=CC=C1)C1CN(CC1)C(C=C)=O